CN1CCN(CC1)C([C@@H](CC1=CC=C(CNC(OC(C)(C)C)=O)C=C1)NC(CC)=O)=O tert-butyl (R)-(4-(3-(4-methylpiperazin-1-yl)-3-oxo-2-propionamidopropyl)benzyl)carbamate